N-(3-(5-chlorobenzo[d]oxazol-2-yl)-2-methylphenyl)-4-cyano-2-fluorobenzamide ClC=1C=CC2=C(N=C(O2)C=2C(=C(C=CC2)NC(C2=C(C=C(C=C2)C#N)F)=O)C)C1